tert-butyl (1R,5S)-7-(5-bromo-3-(2-(methoxymethoxy)phenyl)-7-((2-(trimethylsilyl)ethoxy)methyl)-7H-pyrrolo[2,3-c]pyridazin-6-yl)-7-methyl-3-oxa-9-azabicyclo[3.3.1]nonane-9-carboxylate BrC1=C(N(C=2N=NC(=CC21)C2=C(C=CC=C2)OCOC)COCC[Si](C)(C)C)C2(C[C@H]1COC[C@@H](C2)N1C(=O)OC(C)(C)C)C